CC1=CC=C(C[C@@]2(NCCC2)C(=O)O)C=C1 α-(4-methylbenzyl)proline